N1N=CC(=C1)C1=CC2=C(N(C=N2)C2=CC=C(C=C2)CC(=O)NC2=CC(=NO2)CCC)C=C1 2-(4-(5-(1H-pyrazol-4-yl)-1H-benzo[d]imidazol-1-yl)phenyl)-N-(3-propylisoxazol-5-yl)acetamide